4-(4,4,5,5-tetramethyl-[1,3,2]dioxaborolan-2-yl)-anisole CC1(OB(OC1(C)C)C1=CC=C(C=C1)OC)C